(2R,3S)-2-(3-(6-chloro-3H-imidazo[4,5-c]pyridin-3-yl)propyl)piperidin-3-ol dihydrochloride Cl.Cl.ClC1=CC2=C(C=N1)N(C=N2)CCC[C@H]2NCCC[C@@H]2O